tert-butyl 4-[5-[6-(2-cyano-3,6-difluoro-phenoxy)-5-methoxy-4-oxo-quinazolin-3-yl]pyrimidin-2-yl]piperazine-1-carboxylate C(#N)C1=C(OC=2C(=C3C(N(C=NC3=CC2)C=2C=NC(=NC2)N2CCN(CC2)C(=O)OC(C)(C)C)=O)OC)C(=CC=C1F)F